C(C)(C)(C)OC(=O)N1CC(CC1)N(C)C1=NN(C2=C1C=NC(=C2)Cl)C2OCCCC2 3-((6-chloro-1-(tetrahydro-2H-pyran-2-yl)-1H-pyrazolo[4,3-c]pyridin-3-yl)(methyl)amino)pyrrolidine-1-carboxylic acid tert-butyl ester